6-(1,3-DIMETHYL-1H-PYRAZOL-4-YL)-N-(1-METHYL-1H-INDAZOL-7-YL)PYRIDINE-3-SULFONAMIDE CN1N=C(C(=C1)C1=CC=C(C=N1)S(=O)(=O)NC=1C=CC=C2C=NN(C12)C)C